2-fluoro-4-(1-methyl-4-(trifluoromethyl)-1H-imidazol-2-yl)benzaldehyde FC1=C(C=O)C=CC(=C1)C=1N(C=C(N1)C(F)(F)F)C